4-(4-(((3-aminooxetan-3-yl)methyl)amino)-6-methylquinazolin-2-yl)-1-((trifluoromethyl)imino)-2,3,4,5-tetrahydro-1H-1λ4-benzo[f][1,4]thiazepine NC1(COC1)CNC1=NC(=NC2=CC=C(C=C12)C)N1CCS(C2=C(C1)C=CC=C2)=NC(F)(F)F